6-{[2-Chloro-4-fluoro-5-(7-morpholin-4-yl-quinazolin-4-yl)phenyl]-hydroxymethyl}-pyridazine-3-carboxylic acid dimethylamide CN(C(=O)C=1N=NC(=CC1)C(O)C1=C(C=C(C(=C1)C1=NC=NC2=CC(=CC=C12)N1CCOCC1)F)Cl)C